CC=1NC(=C(C(C1C(=O)OCC)C1=CC(=C2C=CC=CC=C12)C(=O)OC)C(=O)OCC)C 2,6-dimethyl-4-(3-methoxycarbonyl-1-azulenyl)-3,5-diethyloxycarbonyl-1,4-dihydropyridine